ethyl 2-chloro-4-{[(1R)-1-phenylethyl]amino}pyrimidine-5-carboxylate ClC1=NC=C(C(=N1)N[C@H](C)C1=CC=CC=C1)C(=O)OCC